3-(5-(3-((4'-fluoro-5,5-dimethyl-3,4,5,6-tetrahydro-[1,1'-biphenyl]-2-yl)methyl)-3,6-diazabicyclo[3.1.1]heptane-6-carbonyl)-1-oxoisoindolin-2-yl)piperidine-2,6-dione FC1=CC=C(C=C1)C1=C(CCC(C1)(C)C)CN1CC2N(C(C1)C2)C(=O)C=2C=C1CN(C(C1=CC2)=O)C2C(NC(CC2)=O)=O